C1(CCCC1)N1CSC(=C1C)C1=NC(=NC=C1)NC1=NC=2CCNCC2C=C1 N-cyclopentyl-4-methyl-5-(2-((5,6,7,8-tetrahydro-1,6-naphthyridin-2-yl)amino)pyrimidin-4-yl)thiazole